(2R,5S)-5-aminopiperidine-1,2-dicarboxylic acid 1-tert-butyl 2-ethyl ester CCOC(=O)[C@@H]1N(C[C@H](CC1)N)C(=O)OC(C)(C)C